C1=CC(=CC=C1CC2=CC=C(C=C2)N=[N+]=[N-])N=[N+]=[N-] 4,4'-diazidodiphenylmethane